2-(3,5-dichloro-1H-pyrazolo[3,4-b]pyridin-4-yl)-1-[(1S)-5-[2-fluoro-1-(fluoromethyl)-1-hydroxy-ethyl]-1-methyl-3,4-dihydro-1H-isoquinolin-2-yl]ethanone ClC1=NNC2=NC=C(C(=C21)CC(=O)N2[C@H](C1=CC=CC(=C1CC2)C(CF)(O)CF)C)Cl